CC1=C(C(=O)O)C=CC(=C1)C 2,4-dimethylbenzoic acid